5-[4-(5-methoxypyrazin-2-yl)piperidine-1-carbonyl]-6-methyl-N-(1-methylcyclopropyl)furo[2,3-d]pyrimidin-4-amine COC=1N=CC(=NC1)C1CCN(CC1)C(=O)C1=C(OC=2N=CN=C(C21)NC2(CC2)C)C